O=C1N(C(C=C1)=O)CCN(CCNC(OC(C)(C)C)=O)C tert-Butyl N-[2-[2-(2,5-dioxopyrrol-1-yl)ethyl-methyl-amino]ethyl]carbamate